2-(bromomethyl)-3-ethyloxirane BrCC1OC1CC